[N-](S(=O)(=O)C(F)(F)F)S(=O)(=O)C(F)(F)F.C(=C)C1=NC=CN1CCCCCCCCCCCC vinyl-3-dodecyl-imidazole bistrifluoromethanesulfonimide